CC1=C(N)C=C(C(=C1)Br)C 2,5-dimethyl-4-bromoaniline